tricosenoic acid CCCCCCCCCCCCCCCCCCCC/C=C/C(=O)O